(E)-3-(benzenesulfonyl)-1-(5-anthryl)-2-propen-1-one C1(=CC=CC=C1)S(=O)(=O)/C=C/C(=O)C1=C2C=C3C=CC=CC3=CC2=CC=C1